N-(7-(N-(1-methylcyclopropyl)sulfamoyl)quinolin-2-yl)acrylamide formate C(=O)O.CC1(CC1)NS(=O)(=O)C1=CC=C2C=CC(=NC2=C1)NC(C=C)=O